1-(3-chloropropyl)-4-(2,3-dichlorophenyl)piperazine ClCCCN1CCN(CC1)C1=C(C(=CC=C1)Cl)Cl